1-(tert-butyl)-2-(benzyl)disulfane C(C)(C)(C)SSCC1=CC=CC=C1